6-((1r,4s)-2-azabicyclo[2.2.1]heptan-2-yl)-2-methylpyridin-3-amine [C@@H]12N(C[C@@H](CC1)C2)C2=CC=C(C(=N2)C)N